C(C=1C(C(=O)[O-])=CC=CC1)(=O)OCCCCCCCC(C)C monoisodecyl phthalate